C(C)(=O)C=1C(=C(C#N)C=CC1)N1CCC(CC1)CN1CC(OC(C1)C)C acetyl-2-(4-((2,6-dimethylmorpholinyl)methyl)piperidin-1-yl)benzonitrile